N[C@@](C)(CC)[C@H](CNC(CCC(=O)N)CNC(=O)N)C(C)C 4-((S)-2-((S)-2-aminobutan-2-yl)3-Methylbutylamino)-5-ureidopentanamide